ClC1=C(C(=O)NC2=C3C=NN(C3=CC=C2)C2=CC(=C(C=C2)C)C(F)(F)F)C=C(C=C1)CNC(=O)C1(CC1)O 2-Chloro-5-({[(1-hydroxycyclopropyl)carbonyl]amino}methyl)-N-{1-[4-methyl-3-(trifluoromethyl)phenyl]-1H-indazol-4-yl}benzamide